C(=O)(OC(C)(C)C)N[C@H](CC(=O)O)CC1=CC=CC=C1 (S)-3-(Boc-amino)-4-phenylbutyric acid